CC(=CCO)C dimethyl-allyl alcohol